niobium fluoroperoxide FOOF.[Nb]